Tetraethyl (((2-(3-(4-methoxybenzamido)phenyl)thieno[2,3-d]pyrimidin-4-yl)amino)methylene)bis(phosphonate) COC1=CC=C(C(=O)NC=2C=C(C=CC2)C=2N=C(C3=C(N2)SC=C3)NC(P(OCC)(OCC)=O)P(OCC)(OCC)=O)C=C1